[Cl-].CN(CCC[N+](C)(C)C)C(C=C)=O 3-(methylacryloylamino)propyl-trimethylammonium chloride